(E)-2-amino-6-(2-((S)-4-(4-chlorophenyl)-2,3,9-trimethyl-6H-thieno[3,2-f][1,2,4]triazolo[4,3-a][1,4]diazepin-6-yl)acetamido)hex-4-enoic acid hydrochloride Cl.NC(C(=O)O)C\C=C\CNC(C[C@H]1C=2N(C3=C(C(=N1)C1=CC=C(C=C1)Cl)C(=C(S3)C)C)C(=NN2)C)=O